3-(5-(((S)-1-((2-(4-(Dimethylamino)piperidin-1-yl)quinolin-6-yl)methyl)pyrrolidin-3-yl)oxy)-1-oxoisoindolin-2-yl)piperidine-2,6-dione CN(C1CCN(CC1)C1=NC2=CC=C(C=C2C=C1)CN1C[C@H](CC1)OC=1C=C2CN(C(C2=CC1)=O)C1C(NC(CC1)=O)=O)C